The molecule is a glycotriaosylceramide having alpha-D-galactosyl-(1->4)-beta-D-galactosyl-(1->4)-beta-D-glucosyl as the glycotriaosyl component attached to the Cer(d18:1/22:0). It has a role as a mouse metabolite. It derives from a docosanoic acid. CCCCCCCCCCCCCCCCCCCCCC(=O)N[C@@H](CO[C@H]1[C@@H]([C@H]([C@@H]([C@H](O1)CO)O[C@H]2[C@@H]([C@H]([C@H]([C@H](O2)CO)O[C@@H]3[C@@H]([C@H]([C@H]([C@H](O3)CO)O)O)O)O)O)O)O)[C@@H](/C=C/CCCCCCCCCCCCC)O